N1C=NC2=C1C=CC=C2N2CC1N(C(C2)C1)C 3-(1H-benzo[d]imidazol-4-yl)-6-methyl-3,6-diazabicyclo[3.1.1]heptane